1-(2-hydroxyethyl)-5-(4,4,5,5-tetramethyl-1,3,2-dioxaborolan-2-yl)-1,2-dihydropyridin-2-one OCCN1C(C=CC(=C1)B1OC(C(O1)(C)C)(C)C)=O